O1CCN(CC1)C1=CC=C(C=C1)NC1=NC=CC(=N1)OCC1CCC(CC1)O 4-(((2-((4-morpholino-phenyl)amino)pyrimidin-4-yl)oxy)methyl)cyclohexanol